ClC=1C=C(C=CC1C=1N(C2=NC=NC(=C2N1)OC1(CC1)C)CC1=NC=CC(=C1)C)C(=O)N1C[C@@H](CC1)CO (R)-(3-chloro-4-(6-(1-methylcyclopropoxy)-9-((4-methylpyridin-2-yl)methyl)-9H-purin-8-yl)phenyl)(3-(hydroxymethyl)pyrrolidin-1-yl)methanone